1-(2,4-dimethylphenyl)-7-hydroxy-6-methoxy-N-(oxazol-4-ylmethyl)-3,4-dihydroisoQuinoline-2(1H)-carboxamide CC1=C(C=CC(=C1)C)C1N(CCC2=CC(=C(C=C12)O)OC)C(=O)NCC=1N=COC1